4-(3,4-dihydroquinoxalin-1(2H)-yl)benzonitrile N1(CCNC2=CC=CC=C12)C1=CC=C(C#N)C=C1